1-(azetidin-1-yl)cyclobutane-1-carbonitrile N1(CCC1)C1(CCC1)C#N